C(C1=CC=CC=C1)N1C(C(=CC2=C(C=CC=C12)C)Br)=O 1-benzyl-3-bromo-5-methylquinolin-2(1H)-one